C(C)(C)(C)OC(=O)N1[C@@H](CCC1)C(=O)N1CCN(CC1)C(CC(C)(C)O)=O (S)-2-(4-(3-hydroxy-3-methylbutanoyl)piperazine-1-carbonyl)pyrrolidine-1-carboxylic acid tert-butyl ester